N-(4-(1H-pyrazol-1-yl)benzyl)-N-(3-methoxybenzyl)-5-(2-(2-morpholinoethoxy)ethoxy)pyridin-2-amine N1(N=CC=C1)C1=CC=C(CN(C2=NC=C(C=C2)OCCOCCN2CCOCC2)CC2=CC(=CC=C2)OC)C=C1